5-(hydroxymethyl)isoxazole OCC1=CC=NO1